C(C)(C)C1=C(NC2=CC=C(C=C12)C1CCN(CC1)C1COC1)C=1C(=C(C=2N(C1)N=NN2)C)C 6-(3-isopropyl-5-(1-(oxetan-3-yl)piperidin-4-yl)-1H-indol-2-yl)-7,8-dimethyltetrazolo[1,5-a]pyridine